5-Fluoro-N,N-diisopropyl-2-(3-(1-(((1r,4r)-4-(methylsulfonamido)cyclohexyl)methyl)-piperidine-4-carbonyl)-1H-pyrrolo[2,3-c]pyridin-1-yl)benzamide FC=1C=CC(=C(C(=O)N(C(C)C)C(C)C)C1)N1C=C(C=2C1=CN=CC2)C(=O)C2CCN(CC2)CC2CCC(CC2)NS(=O)(=O)C